CC(=CCC/C(=C/CC/C(=C/CC/C(=C/CC/C(=C/CC/C(=C/CC/C(=C/COC[C@@H](COP(=O)([O-])[O-])O)/C)/C)/C)/C)/C)/C)C The molecule is an anionic phospholipid obtained by deprotonation of both phosphate OH groups of 3-heptaprenyl-sn-glycero-1-phosphate; major species at pH 7.3. It is a conjugate base of a 3-heptaprenyl-sn-glycero-1-phosphate.